FC1=C2C(=NC(NC2=CC=C1)=O)N1C2=C(CCCC1)C(=CN=C2)C#CC2(CC2)C 5-fluoro-4-(6-((1-methylcyclopropyl)ethynyl)-2,3,4,5-tetrahydro-1H-pyrido[3,4-b]azepin-1-yl)quinazolin-2(1H)-one